C(CCCCCCCCCCCCCCCCC)N.[Na] sodium octadecyl-amine